C1=CC=C(C=2SC3=C(C21)C=CC=C3)C=3C=C(C=CC3)C3=CC=C(C=C3)C3=CN=C2C(=N3)OC=3C2=C2C=CC=CC2=C2C=CC=CC23 11-[3'-(dibenzothiophen-4-yl)biphenyl-4-yl]phenanthro[9',10':4,5]furo[2,3-b]pyrazine